C(CCC)C1=CC=C(C=C1)C1=NC=CC=C1 4-n-butylphenyl-pyridine